C1(CCCCC1)CNC(C[C@H]1C(N(C2=C(S1)N=CC=C2)C)=O)=O (S)-N-(cyclohexylmethyl)-2-(1-methyl-2-oxo-2,3-dihydro-1H-pyrido[2,3-b][1,4]thiazin-3-yl)acetamide